FC1=C(C=C(C=C1)NC(=O)C=1N(C=C2C1OC[C@H]1[C@@H](NS2(=O)=O)CN(C1)C(=O)C1=NON=C1)C)C (3aR,10aR)-N-(4-Fluoro-3-methylphenyl)-7-methyl-2-(1,2,5-oxadiazol-3-carbonyl)-2,3,3a,4,10,10a-hexahydro-1H,7H-dipyrrolo[3,4-b:3',4'-f][1,4,5]oxathiazocin-8-carboxamid-5,5-dioxid